NC=1C(C=C(C(C1)=O)NC1=CC=C(C=C1)NCCCN1CN(C=C1)C)=NC1=CC=C(C=C1)N(C(C)C)CC 3-[3-(4-{4-Amino-3-[4-(ethylisopropylamino)phenyl-imino]-6-oxocyclohexa-1,4-dienylamino}phenylamino)-propyl]-1-methyl-3H-imidazol